N-((S)-(4,4-difluorocyclohexyl)(3-(hydroxymethyl)-2-(((3R,5R)-2-oxo-5-(trifluoromethyl)piperidin-3-yl)methyl)imidazo[1,2-b][1,2,4]triazin-6-yl)methyl)-1-ethyl-1H-pyrazole-5-carboxamide FC1(CCC(CC1)[C@H](NC(=O)C1=CC=NN1CC)C=1N=C2N(N=C(C(=N2)CO)C[C@@H]2C(NC[C@@H](C2)C(F)(F)F)=O)C1)F